(2R,6R)-N-{[4-(furan-2-yl)phenyl]methyl}-6-methyl-1-(2-methylpropanoyl)-4-{[2-(morpholin-4-yl)phenyl]methyl}piperazine-2-carboxamide O1C(=CC=C1)C1=CC=C(C=C1)CNC(=O)[C@@H]1N([C@@H](CN(C1)CC1=C(C=CC=C1)N1CCOCC1)C)C(C(C)C)=O